5-fluoro-1-((4aR,6R,7aS)-2-(2-fluorophenethoxy)-2-oxotetrahydro-4H-furo[3,2-d][1,3,2]dioxaphosphorin-6-yl)pyrimidine-2,4(1H,3H)-dione FC=1C(NC(N(C1)[C@H]1C[C@@H]2OP(OC[C@H]2O1)(=O)OCCC1=C(C=CC=C1)F)=O)=O